2-(piperidin-4-yloxy)-5-(trifluoromethyl)nicotinonitrile hydrochloride Cl.N1CCC(CC1)OC1=C(C#N)C=C(C=N1)C(F)(F)F